BrC=1C=C(C=C2C(C(COC12)CC=1C=CC(=C(OCC(=O)OC)C1)Cl)=O)CN1\C(\N(C=C1)C)=N/C(=O)OC(C)(C)C Methyl (Z)-2-(5-((8-bromo-6-((2-((tert-butoxycarbonyl)imino)-3-methyl-2,3-dihydro-1H-imidazol-1-yl)methyl)-4-oxochroman-3-yl)methyl)-2-chlorophenoxy)acetate